C(C)(=O)N1CC2(C1)CCCCC2 2-acetyl-2-azaspiro[3.5]nonan